C1(=CC=CC=C1)C[SiH](N(C)C)N(C)C Phenylmethyl-bis(dimethylamino)silane